NC1=C2C(=C3C(=N1)C=C(S3)Br)N(C(=N2)CCCN2CCN(CC2)C(C)=O)CC2=CC=C(C=C2)OC 1-(4-(3-(4-amino-7-bromo-1-(4-methoxybenzyl)-1H-imidazo[4,5-d]thieno[3,2-b]pyridin-2-yl)propyl)piperazin-1-yl)ethanone